2-(3-pyridylmethylamino)ethanol N1=CC(=CC=C1)CNCCO